CC1=C(C(=O)C2=CC=CC=C2)C(=CC=C1)C 2,6-dimethylbenzophenone